γ-glycidoxypropyl-acetoxyethoxyisopropylsilane silicon-calcium silicate [Si]([O-])([O-])([O-])[O-].[Ca+2].[Si+4].C(C1CO1)OCCC[SiH](C(C)C)OCCOC(C)=O